N2,N3-bis(4-methyl-2,6-bis((R)-1-phenylethyl)phenyl)butane-2,3-diimine CC1=CC(=C(C(=C1)[C@H](C)C1=CC=CC=C1)N=C(C)C(C)=NC1=C(C=C(C=C1[C@H](C)C1=CC=CC=C1)C)[C@H](C)C1=CC=CC=C1)[C@H](C)C1=CC=CC=C1